C12CC(CC2C1)OC1=C(C=C(C=C1)NC(=O)C=1N=C(OC1CC)N1CC(C1)(C)OC)C N-(4-(cis-bicyclo[3.1.0]hexan-3-yloxy)-3-methylphenyl)-5-ethyl-2-(3-methoxy-3-methylazetidin-1-yl)oxazole-4-carboxamide